C(C1=CC=CC=C1)(C1=CC=CC=C1)=NC=1C=C(C=C2C=C(N=CC12)NC(CC=1N(N=CC1)C1OCCCC1)=O)C=1C=NC=CC1CC N-[8-(benzhydrylideneamino)-6-(4-ethyl-3-pyridinyl)-3-isoquinolinyl]-2-(2-tetrahydropyran-2-yl-pyrazol-3-yl)acetamide